methyl 3-cyclopropyloxy-4-methylbenzoate C1(CC1)OC=1C=C(C(=O)OC)C=CC1C